tert-butyl 2-[4-[4-(2,4-dioxohexahydropyrimidin-1-yl)-2-methylsulfonyloxy-phenyl]-1-piperidyl]acetate O=C1N(CCC(N1)=O)C1=CC(=C(C=C1)C1CCN(CC1)CC(=O)OC(C)(C)C)OS(=O)(=O)C